racemic-7,8-dichloro-5-(2-methoxyethyl)-10-(2-methyl-2H-1,2,3-triazol-4-yl)-3,4,5,6-tetrahydroazepino[4,5-b]indol-2(1H)-one ClC1=C(C=C(C=2C3=C(NC12)[C@@H](CNC(C3)=O)CCOC)C3=NN(N=C3)C)Cl |r|